pyrrole-2-carboxamide N1C(=CC=C1)C(=O)N